methyl N-(O-acetyl-N-(2-(3-((tert-butoxycarbonyl)amino)phenyl)thiazole-4-carbonyl)-L-seryl)-O-(tert-butyldiphenylsilyl)-L-serinate C(C)(=O)OC[C@H](NC(=O)C=1N=C(SC1)C1=CC(=CC=C1)NC(=O)OC(C)(C)C)C(=O)N[C@@H](CO[Si](C1=CC=CC=C1)(C1=CC=CC=C1)C(C)(C)C)C(=O)OC